1-(sulfopropyl)imidazole hydrochloride Cl.S(=O)(=O)(O)CCCN1C=NC=C1